benzyl (1-(tert-butyl)-3-((2R,4R)-4-((tert-butyldimethylsilyl)oxy)tetrahydrofuran-2-yl)-1H-pyrazol-5-yl)carbamate C(C)(C)(C)N1N=C(C=C1NC(OCC1=CC=CC=C1)=O)[C@@H]1OC[C@@H](C1)O[Si](C)(C)C(C)(C)C